4'-(3,5-dimethylphenyl)-2,2':6',2''-terpyridine CC=1C=C(C=C(C1)C)C1=CC(=NC(=C1)C1=NC=CC=C1)C1=NC=CC=C1